(3R,5S)-8-(2-Amino-6-((R)-1-(4-chloro-2-(3-methyl-1H-pyrazol-1-yl)phenyl)-2,2,2-trifluoroethoxy)pyrimidin-4-yl)-2-azaspiro[4.5]dec-7-en NC1=NC(=CC(=N1)C1=CC[C@]2(CCNC2)CC1)O[C@@H](C(F)(F)F)C1=C(C=C(C=C1)Cl)N1N=C(C=C1)C